3,3,5,7,7-pentamethyl-1,2,4-trioxepan fluorine [F].CC1(OOC(CC(O1)C)(C)C)C